(3R,4R)-1-(cyclopropylsulfonyl)-4-((7-(5-(difluoromethyl)-3-fluoropyridin-2-yl)-5-fluoropyrrolo[2,1-f][1,2,4]triazin-2-yl)amino)piperidin-3-ol C1(CC1)S(=O)(=O)N1C[C@H]([C@@H](CC1)NC1=NN2C(C=N1)=C(C=C2C2=NC=C(C=C2F)C(F)F)F)O